7-(4-methylpiperazin-1-yl)-2-(2-methyl[1,2,4]triazolo[1,5-a]pyridin-6-yl)-4H-pyrido[1,2-a]pyrimidin-4-one CN1CCN(CC1)C=1C=CC=2N(C(C=C(N2)C=2C=CC=3N(C2)N=C(N3)C)=O)C1